4-amino-6-(4-bromo-3-fluorophenyl)-3,5-dichloro-pyridine-2-carboxylic acid methyl ester COC(=O)C1=NC(=C(C(=C1Cl)N)Cl)C1=CC(=C(C=C1)Br)F